acrylic acid-2-(3,4-dihydroxyphenyl)nonyl ester OC=1C=C(C=CC1O)C(COC(C=C)=O)CCCCCCC